OC=1C2=C(N(C(CC1C(=O)NC)=O)CC1=CSC=C1)C=CC=C2 5-hydroxy-N-methyl-2-oxo-1-(thiophen-3-ylmethyl)-2,3-dihydro-1H-benzo[b]azepine-4-carboxamide